3-(1,3-dioxoisoindolin-2-yl)benzoic acid O=C1N(C(C2=CC=CC=C12)=O)C=1C=C(C(=O)O)C=CC1